methyl 5-(5-amino-1,2,4-thiadiazol-3-yl)-2-naphthoate NC1=NC(=NS1)C1=C2C=CC(=CC2=CC=C1)C(=O)OC